ClC=1C=C(C=CC1F)[C@@H](NC(=O)[C@H]1NC(NC1)=O)[C@H]1C=2C=CC=C(C2C1)Cl (S)-N-((S)-(3-chloro-4-fluoro-phenyl)((R)-2-chlorobicyclo[4.2.0]-oct-1(6),2,4-trien-7-yl)methyl)-2-oxoimidazolidine-4-carboxamide